C(C)S(=O)(=O)NC1=CC(=C(OC2=CC=CC(=N2)OCCOC2CCN(CC2)C(=O)OC(C)(C)C)C=C1)C=1C2=C(C(N(C1)C)=O)NC=C2 tert-butyl 4-[2-[[6-[4-(ethylsulfonylamino)-2-(6-methyl-7-oxo-1H-pyrrolo[2,3-c]pyridin-4-yl)phenoxy]-2-pyridyl]oxy]ethoxy]piperidine-1-carboxylate